Nitroacridine C1=CC=C2C(=C1)C=C3C(=N2)C=CC=C3[N+](=O)[O-]